CC1N=C(OC1)C1=CC=CC=C1 4-methyl-2-phenyl-4,5-dihydro-oxazole